ClC(=CC1C(C1C(=O)O[C@H](C1=CC(=C(C=C1)F)OC1=CC=CC=C1)C#N)(C)C)Cl |r| (RS)-α-cyano-4-fluoro-3-phenoxybenzyl 3-(2,2-dichlorovinyl)-2,2-dimethylcyclopropanecarboxylate